FC1=C(C=CC(=C1)COC1=NC(=CC=C1)C1CCNCC1)C(C)=O 1-(2-Fluoro-4-(((6-(piperidin-4-yl)pyridin-2-yl)oxy)methyl)phenyl)ethan-1-one